vinyloxazolidin-2-one C(=C)N1C(OCC1)=O